3-methyl-1-(1H-1,2,4-triazole-1-yl)butan-2-ol CC(C(CN1N=CN=C1)O)C